(1S,2S)-2-fluoro-N-(3-(2-methoxyphenyl)-1H-pyrrolo[2,3-b]pyridin-6-yl)cyclopropane-1-carboxamide F[C@@H]1[C@@H](C1)C(=O)NC1=CC=C2C(=N1)NC=C2C2=C(C=CC=C2)OC